(2,2-difluorocyclopropyl)(1-hydroxy-2-(5H-imidazo[5,1-a]isoindol-5-yl)-8-azaspiro[4.5]decan-8-yl)methanone FC1(C(C1)C(=O)N1CCC2(CCC(C2O)C2N3C(C4=CC=CC=C24)=CN=C3)CC1)F